N-(5-cyano-6-(2-(dimethylamino)ethoxy)pyridin-2-yl)-6-(2-cyclopropyl-4-(5-methyl-1,2,4-oxadiazol-3-yl)phenyl)nicotinamide C(#N)C=1C=CC(=NC1OCCN(C)C)NC(C1=CN=C(C=C1)C1=C(C=C(C=C1)C1=NOC(=N1)C)C1CC1)=O